C(C)(C)(C)C(C=1C=NN(C1)C1=CC=C(C=C1)C#N)N(C(O)=O)C(=O)OC(C)(C)C.OCCC[Si](OCC)(OCC)OCC γ-hydroxypropyl-triethoxysilane tert-butyl-(tert-butoxycarbonyl)((1-(4-cyanophenyl)-1H-pyrazol-4-yl)methyl)carbamate